bis(fluoromethyl)sulfimide FCS(=N)CF